NC(CCC(=O)NC1=C(C=C(C=C1)S(=O)(=O)NC1=C(N=CS1)C(=O)O)F)=N 5-[[4-[(4-Amino-4-imino-butyryl)amino]-3-fluoro-phenyl]sulfonylamino]thiazole-4-carboxylic acid